[Al+3].[Mn](=O)(=O)(=O)[O-].[K+].[Mn](=O)(=O)(=O)[O-].[Mn](=O)(=O)(=O)[O-].[Mn](=O)(=O)(=O)[O-] potassium permanganate aluminum